Cl.Cl.Cl.NCCCN(C(C(=O)O)=O)CCCCNCCCN 2-((3-aminopropyl) (4-((3-aminopropyl)amino)butyl)amino)-2-oxoacetate trihydrochloride